ClC1=CC=C(CN2C(N(C(C=3N(C(=NC23)S(=O)(=O)CC2CC2)C)=O)C)=O)C=C1 3-(4-chlorobenzyl)-8-((cyclopropylmethyl)sulfonyl)-1,7-dimethyl-1H-purine-2,6(3H,7H)-dione